C(O)C=CCP(CC=CCO)=O bis-methylolallyl-phosphine oxide